CN(C)C=C1CCC(C1=O)(C1=NN(C=C1)COCC[Si](C)(C)C)C 5-((dimethylamino)methylene)-2-methyl-2-(1-((2-(trimethylsilyl)ethoxy)methyl)-1H-pyrazol-3-yl)cyclopentan-1-one